sodium azide [N-]=[N+]=[N-].[Na+]